C(C)(C)(C)C=1C(=C(C=CC1)OC)O 3-tertiary butyl-hydroxyanisole